C(C1=CC=CC=C1)OC1=C(C(=O)OCC2=CC=CC=C2)C=CC(=C1)N(C(C(F)(F)F)=O)CC1=NC=C(N=C1)C1CCCC1 benzyl 2-(benzyloxy)-4-(N-((5-cyclopentylpyrazin-2-yl)methyl)-2,2,2-trifluoroacetamido)benzoate